C(#N)[C@H]1CN(C[C@@H]1C1=CC(N(C=C1)C)=O)C(=O)[C@@H]1CC[C@H]2N1C(CCCCC2)=O (3s,6S,10aS)-3-((3R,4S)-3-cyano-4-(1-methyl-2-oxo-1,2-dihydropyridin-4-yl)pyrrolidine-1-carbonyl)-5-oxodecahydropyrrolo[1,2-a]azocin